C(CO)(=O)O.C(C)OOOCC ethoxy ether glycolate